N-(4-(7-(4-(2,6-dioxopiperidin-3-yl)-2-fluorophenyl)-2,7-diazaspiro[3.5]non-2-yl)piperidin-1-yl)-3-methoxybenzamide O=C1NC(CCC1C1=CC(=C(C=C1)N1CCC2(CN(C2)C2CCN(CC2)NC(C2=CC(=CC=C2)OC)=O)CC1)F)=O